CC1=CC=C(C=C1)N(C1=CC=CC=C1)C1=C(C(=C(C=C1)N(C1=CC=CC=C1)C1=CC=CC=C1)N(C1=CC=C(C=C1)C)C1=CC=CC=C1)N(C1=CC=C(C=C1)C)C1=CC=CC=C1 tris(4-methylphenyl-N-phenylamino)triphenylamine